(S)-N-(2,6-difluorophenyl)-N-methyl-2-(6-methyl-4-(trifluoromethyl)pyridin-2-yl)isothiazolidine-3-carboxamide 1,1-dioxide FC1=C(C(=CC=C1)F)N(C(=O)[C@H]1N(S(CC1)(=O)=O)C1=NC(=CC(=C1)C(F)(F)F)C)C